ClC1=CC=C(C(=N1)NC1=CC2=C(NC=N2)C=C1)[N+](=O)[O-] N-(6-chloro-3-nitropyridin-2-yl)-1H-benzo[d]imidazol-5-amine